2-hydroxy-4-(2-methyl-3-(3,4-ethylenedioxyphenyl)benzyloxy)-5-chlorobenzaldehyde OC1=C(C=O)C=C(C(=C1)OCC1=C(C(=CC=C1)C1=CC2=C(C=C1)OCCO2)C)Cl